aluminum carbonate titanium [Ti+4].C([O-])([O-])=O.[Al+3]